BrC=1C=C(C2=C(NC=N2)C1)OC1=C(C=C(C=C1)F)F 6-bromo-4-(2,4-difluorophenoxy)-1H-benzo[d]imidazole